C1(=CC=CC=C1)C=1C(=C(C=CC1)N(C1=CC=CC=C1)C1=CC=CC=C1)C1=CC=CC=C1 diphenyltriphenylamine